N-((S)-1-(((S)-1-cyano-2-((S)-2-oxopyrrolidin-3-yl)ethyl)amino)-4-methyl-1-oxopentan-2-yl)-4-(trifluoromethoxy)-1H-benzo[d]imidazole-2-carboxamide C(#N)[C@H](C[C@H]1C(NCC1)=O)NC([C@H](CC(C)C)NC(=O)C1=NC2=C(N1)C=CC=C2OC(F)(F)F)=O